4,5-difluoro-1,3,2-oxazaborole FC=1N=BOC1F